(E)-N-(4-(1-(4-(4-(7-(2-(2,6-dioxopiperidin-3-yl)-1,3-dioxoisoindolin-4-yl)hept-6-yn-1-yl)piperazin-1-yl)benzoyl)piperidin-4-yl)butyl)-3-(pyridin-3-yl)acrylamide O=C1NC(CCC1N1C(C2=CC=CC(=C2C1=O)C#CCCCCCN1CCN(CC1)C1=CC=C(C(=O)N2CCC(CC2)CCCCNC(\C=C\C=2C=NC=CC2)=O)C=C1)=O)=O